(7S)-11-chloro-9-(2,6-difluorophenyl)-N-(2-hydroxyethyl)-7-methyl-12-(trifluoromethyl)-2,5,8,13-tetrazatricyclo[8.4.0.02,6]tetradeca-1(10),3,5,8,11,13-hexaene-4-carboxamide ClC=1C=2C(=N[C@H](C3=NC(=CN3C2C=NC1C(F)(F)F)C(=O)NCCO)C)C1=C(C=CC=C1F)F